(6-methoxypyrimidin-4-yl)-5-methyl-2-(1-methyl-1H-imidazol-2-yl)pyrrolo[2,1-f][1,2,4]triazin-4-amine COC1=CC(=NC=N1)C=1C(=C2C(=NC(=NN2C1)C=1N(C=CN1)C)N)C